C(CC)Br 1-propylbromide